6-chloro-3-(((R)-1-(2-((R*)-3-(5-cyanopyridin-3-yl)piperidin-1-yl)-3,6-dimethyl-4-oxo-3,4-dihydroquinazolin-8-yl)ethyl)amino)-N-(methylsulfonyl)picolinamide ClC1=CC=C(C(=N1)C(=O)NS(=O)(=O)C)N[C@H](C)C=1C=C(C=C2C(N(C(=NC12)N1C[C@H](CCC1)C=1C=NC=C(C1)C#N)C)=O)C |o1:29|